ClC=1C(=C(C=CC1)[C@H]1[C@@H](O[C@]([C@H]1C)(C(F)(F)F)C)C(=O)NC1=CC(=NC=C1)C(=O)N)OC1CC(C1)O 4-((2R,3S,4S,5R)-3-(3-chloro-2-((1s,3R)-3-hydroxycyclobutoxy)phenyl)-4,5-dimethyl-5-(trifluoromethyl)tetrahydrofuran-2-carboxamido)picolinamide